ClC=1C=C(N)C=C(C1)CC1=NC=CC=C1 3-chloro-5-(pyridin-2-ylmethyl)aniline